methyl 4-methoxy-3-(2-oxoethyl)benzoate COC1=C(C=C(C(=O)OC)C=C1)CC=O